2-[[2-(2-chloro-6-methoxy-phenyl)-2-methyl-propanoyl]amino]-4-[[3-fluoro-2-methoxy-propyl]-[4-(5,6,7,8-tetrahydro-1,8-naphthyridin-2-yl)butyl]amino]butanoic acid ClC1=C(C(=CC=C1)OC)C(C(=O)NC(C(=O)O)CCN(CCCCC1=NC=2NCCCC2C=C1)CC(CF)OC)(C)C